(4-(difluoromethoxy)benzyl)-4-((7-methyl-7H-pyrrolo[2,3-D]pyrimidin-4-yl)oxy)aniline FC(OC1=CC=C(CNC2=CC=C(C=C2)OC=2C3=C(N=CN2)N(C=C3)C)C=C1)F